3-(3-(methylcarbamoyl)-1H-indazol-6-yl)piperidine-1-carboxylic acid tert-butyl ester C(C)(C)(C)OC(=O)N1CC(CCC1)C1=CC=C2C(=NNC2=C1)C(NC)=O